COC1CN(C1)C(C)(C#C)C 3-methoxy-1-(2-methylbut-3-yn-2-yl)azetidine